CC=1C=C(C=C(C1O)C)C(C(F)(F)F)(C(F)(F)F)C1=CC(=C(C(=C1)C)O)C 2,2-bis(3,5-dimethyl-4-hydroxyphenyl)-1,1,1,3,3,3-hexafluoropropane